NC1=CC(=C(C=C1F)C=1C=CC(=NC1)NCC(F)(F)F)Cl 5-(4-amino-2-chloro-5-fluorophenyl)-N-(2,2,2-trifluoroethyl)pyridin-2-amine